5-(4-Chloro-3-fluorophenyl)-6-methoxypyridin ClC1=C(C=C(C=C1)C=1C=CC=NC1OC)F